tetrafluoro borate [B-](F)(F)(F)F.CCCC[P+](CCCC)(CCCC)C1SC(=C(S1)C(=O)OC)C(=O)OC